(R)-methyl 6-bromo-4-((3-fluoropyridin-2-yl) (tetrahydro-2H-pyran-4-yl)methyl)-1-methyl-1,4-dihydropyrazolo[3',4':4,5]pyrrolo[3,2-b]pyridine-3-carboxylate BrC=1C=C2C(=NC1)C1=C(N2[C@H](C2CCOCC2)C2=NC=CC=C2F)C(=NN1C)C(=O)OC